4-(5-amino-2,4-difluorophenyl)-2-methylisoquinolin-1-one NC=1C(=CC(=C(C1)C1=CN(C(C2=CC=CC=C12)=O)C)F)F